C12(CC3CC(CC(C1)C3)C2)NCC2=CC=C(C=C2)N(C)CC=2C=3C1=C(C(N(C1=CC2)C2C(NC(CC2)=O)=O)=O)C=CC3 3-(6-(((4-(((adamantan-1-yl)amino)methyl)phenyl)(methyl)amino)methyl)-2-oxobenzo[cd]indol-1(2H)-yl)piperidine-2,6-dione